C1(=CC=CC=C1)S(=O)(=O)N(C1=CC=CC=C1)C1=C(C=CC=C1)[Se]C1=CNC2=CC=CC=C12 3-((2-(phenylsulfonylanilino)phenyl)seleno)-1H-indole